N(C1=CC=CC=C1)N[Zn]C1=NC=CC=C1 anilinopyridyl-amino-zinc